trans-2-(1,3-dithian-2-yl)-3,4-diphenylcyclobut-2-ene-1-carboxylic acid ethyl ester C(C)OC(=O)[C@@H]1C(=C([C@H]1C1=CC=CC=C1)C1=CC=CC=C1)C1SCCCS1